2-(3,3-Difluorocyclobutyl)-N-methyl-N-(2-((4aS,5aR)-5a-methyl-1,4,4a,5,5a,6-hexahydrocyclopropa[f]indazol-3-yl)-1H-imidazo[4,5-b]pyridin-6-yl)acetamide FC1(CC(C1)CC(=O)N(C=1C=C2C(=NC1)N=C(N2)C2=NNC=1C[C@@]3([C@H](CC21)C3)C)C)F